2,3-dibromo-3-(3,4-dimethylphenyl)-1-[3-(trifluoromethoxy)phenyl]propane-1-one BrC(C(=O)C1=CC(=CC=C1)OC(F)(F)F)C(C1=CC(=C(C=C1)C)C)Br